(4-(2-(2-Aminopyridin-3-yl)-5-(1-(difluoromethyl)-1H-1,2,4-triazol-3-yl)-3H-imidazo[4,5-b]pyridin-3-yl)phenyl)methanol NC1=NC=CC=C1C1=NC=2C(=NC(=CC2)C2=NN(C=N2)C(F)F)N1C1=CC=C(C=C1)CO